gamma-hydroxybutyric acid, potassium salt [K+].OCCCC(=O)[O-]